tert-butyl (2R,6S)-4-[8-[(8-fluoro-2-methyl-imidazo[1,2-a]pyridin-6-yl)carbamoyl]quinoxalin-5-yl]-2,6-dimethyl-piperazine-1-carboxylate FC=1C=2N(C=C(C1)NC(=O)C=1C=CC(=C3N=CC=NC13)N1C[C@H](N([C@H](C1)C)C(=O)OC(C)(C)C)C)C=C(N2)C